OC1=NC=C(C#N)C=C1 6-hydroxy-nicotinonitrile